4-(5-(((5-fluoro-2,3-dihydrobenzofuran-4-yl)methyl)amino)pyrido[3,4-d]pyridazin-8-yl)benzenesulfonamide FC=1C=CC2=C(CCO2)C1CNC1=NC=C(C=2C1=CN=NC2)C2=CC=C(C=C2)S(=O)(=O)N